benzyldimethylamine C(C1=CC=CC=C1)N(C)C